(4-(8-(5-cyclopropyl-2-ethoxy-4-(methoxycarbonyl)benzyl)-2-oxo-1,3,8-triazaspiro[4.5]decan-3-yl)phenyl)phosphonic acid C1(CC1)C=1C(=CC(=C(CN2CCC3(CN(C(N3)=O)C3=CC=C(C=C3)P(O)(O)=O)CC2)C1)OCC)C(=O)OC